2-Phenyl-6,7-dihydro-5H-pyrazolo[5,1-b][1,3]oxazine-3-carboxylic acid C1(=CC=CC=C1)C1=NN2C(OCCC2)=C1C(=O)O